ClC=1C=CC(=C2C(C=C(OC12)C1=CC=C(C=C1)OCCO)=O)F 8-chloro-5-fluoro-2-[4-(2-hydroxyethoxy)phenyl]chromen-4-one